3-fluoro-4-{[(1Z)-5-fluoro-7-nitro-3-oxo-2-benzofuran-1-ylidene]methyl}benzonitrile FC=1C=C(C#N)C=CC1\C=C\1/OC(C2=C1C(=CC(=C2)F)[N+](=O)[O-])=O